[Pd].[Pd].C(C1=CC=CC=C1)C(C(C)=O)CC1=CC=CC=C1 (diBenzylacetone) dipalladium